(2-fluoro-4-(furan-2-yl)phenyl)methanamine FC1=C(C=CC(=C1)C=1OC=CC1)CN